(2-methylethyl)amino-2-hydroxy-anthraquinone CCCNC1=C(C=CC=2C(C3=CC=CC=C3C(C12)=O)=O)O